ClC=1C=C(C(=NC1N1N=CC=N1)C)NC(=O)C=1C=NN(C1C(F)(F)F)C1=C2C(=C(N=C1)C(=O)N)SC=C2 4-(4-((5-chloro-2-methyl-6-(2H-1,2,3-triazol-2-yl)pyridin-3-yl)carbamoyl)-5-(trifluoromethyl)-1H-pyrazol-1-yl)thieno[2,3-c]pyridine-7-carboxamide